COCOC1=C(C=CC2=C1C=CO2)B2OC(C(O2)(C)C)(C)C 2-[4-(methoxymethoxy)benzofuran-5-yl]-4,4,5,5-tetramethyl-1,3,2-dioxaborolane